(4-(7-Benzyl-8-(2-bromophenethyl)-2,6-dioxo-1-(prop-2-yn-1-yl)-1,2,6,7-tetrahydro-3H-purin-3-yl)butyl)phosphonic acid C(C1=CC=CC=C1)N1C(=NC=2N(C(N(C(C12)=O)CC#C)=O)CCCCP(O)(O)=O)CCC1=C(C=CC=C1)Br